5-ethynyl-6-fluoro-4-[8-fluoro-4-(4-fluoropiperidin-1-yl)-2-{[(2R,7aS)-2-fluorotetrahydro-1H-pyrrolizin-7a(5H)-yl]methoxy}pyrido[4,3-d]pyrimidin-7-yl]naphthalen-2-ol C(#C)C1=C2C(=CC(=CC2=CC=C1F)O)C1=C(C=2N=C(N=C(C2C=N1)N1CCC(CC1)F)OC[C@]12CCCN2C[C@@H](C1)F)F